1-((4-chloropyrrolo[2,1-f][1,2,4]triazin-6-yl)methyl)-4-methylpiperazine-2,6-dione ClC1=NC=NN2C1=CC(=C2)CN2C(CN(CC2=O)C)=O